CC1(OC(=CC(O1)=O)CC(CC[C@@H](C(=O)OCC)NC(=O)OC(C)(C)C)=O)C ethyl (2S)-6-(2,2-dimethyl-4-oxo-4H-1,3-Dioxin-6-yl)-2-({[(2-methyl-2-propanyl)oxy]carbonyl}amino)-5-oxohexanoate